FC=1C=C2C(C3=NC4=CC(=CC=C4C(N3C2=CC1)=O)CNC(OCC1=CC=CC=C1)=O)=O benzyl ((8-fluoro-6,12-dioxo-6,12-dihydroindolo[2,1-b]quinazolin-3-yl)methyl)carbamate